N-(2-methoxypyridin-3-yl)piperidine-1-carboxamide COC1=NC=CC=C1NC(=O)N1CCCCC1